N-isopropyl-4-methyl-N-(thiophen-2-ylmethyl)-2-(2,4,5-trifluoro-3-hydroxyphenyl)thiazole-5-carboxamide C(C)(C)N(C(=O)C1=C(N=C(S1)C1=C(C(=C(C(=C1)F)F)O)F)C)CC=1SC=CC1